4-(7-fluoroimidazo[1,2-a]pyridin-3-yl)-7-((5-((R)-2-((S)-1-hydroxyethyl)morpholino)pyridin-2-yl)amino)isoindolin-1-one FC1=CC=2N(C=C1)C(=CN2)C2=C1CNC(C1=C(C=C2)NC2=NC=C(C=C2)N2C[C@@H](OCC2)[C@H](C)O)=O